[N+](=O)([O-])C1=CC(=C(C=C1)C(C#N)CC1=CC=CC=C1)C(F)(F)F 2-(4-nitro-2-(trifluoromethyl)phenyl)-3-phenylpropanenitrile